NC1=C(C(=CC=C1)OC)C(=O)NC(C(=O)OC(C)(C)C)C tert-butyl 2-[(2-amino-6-methoxyphenyl)formamido]propanoate